Cl.ClC=1C=C(C(=C(C1)C1=NC=NN2C1=CC(=C2)CN2C(N(C=CC2=O)CC(F)(F)F)=O)CC2CNC[C@@H](O2)C)C 3-((4-(5-chloro-3-methyl-2-(((6S)-6-methylmorpholin-2-yl)methyl)phenyl)pyrrolo[2,1-f][1,2,4]triazin-6-yl)methyl)-1-(2,2,2-trifluoroethyl)pyrimidine-2,4(1H,3H)-dione hydrochloride